NC\C=C(\CN1C(=NC2=C1C=CC=C2C2=CC=C(C=C2)S(=O)(=O)N(C)C)CC)/F (Z)-4-(1-(4-amino-2-fluorobut-2-en-1-yl)-2-ethyl-1H-benzo[d]imidazol-4-yl)-N,N-Dimethylbenzenesulfonamide